COC([C@H](CC1=CC=CC=C1)NC(=O)C=1C(=C2C3C(C(OC2=CC1CCCCC)(C)C)CCC(=C3)C)O)=O (2S)-methyl-2-(1-hydroxy-6,6,9-trimethyl-3-pentyl-6a,7,8,10a-tetrahydro-6H-benzo[c]chromene-2-carboxamido)-3-phenylpropanoate